N-[(1-{[Methyl(propyl)amino]methyl}cyclopentyl)methyl]-4H,5H,6H,7H,8H,9H-cycloocta[b]thiophene-2-carboxamide CN(CCC)CC1(CCCC1)CNC(=O)C1=CC2=C(S1)CCCCCC2